1-Fluoro-2-nitrobenzene FC1=C(C=CC=C1)[N+](=O)[O-]